FC1=C(C=CC(=C1)F)[C@@H]1N(CCC1)C1=NC=2N(C=C1)N=CC2C2=CC=CC(=N2)N2CCC(CC2)N(C)CC2=C(C=CC=C2)N2C(NC(CC2)=O)=O (R)-1-(2-(((1-(6-(5-(2-(2,4-difluorophenyl)pyrrolidin-1-yl)pyrazolo[1,5-a]pyrimidin-3-yl)pyridin-2-yl)piperidin-4-yl)(methyl)amino)methyl)phenyl)dihydropyrimidine-2,4(1H,3H)-dione